methyl (Z)-3-(2-chlorophenyl)-5-(1-(dimethylamino)-4,4,4-trifluoro-3-oxobut-1-en-2-yl)isoxazole-4-carboxylate ClC1=C(C=CC=C1)C1=NOC(=C1C(=O)OC)/C(=C/N(C)C)/C(C(F)(F)F)=O